ClC1=C(C(=CC(=C1)C#N)C)NC(=O)[C@@H]1CN([C@H](O1)C(F)(F)F)C1=CC(=C(C=C1)C#N)C(F)(F)F (2R,5S)-N-(2-Chloro-4-cyano-6-methylphenyl)-3-(4-cyano-3-(trifluoromethyl)phenyl)-2-(trifluoromethyl)oxazolidin-5-carboxamid